1-ethyl-3-methylimidazole bis-triflimide salt N(S(=O)(=O)C(F)(F)F)S(=O)(=O)C(F)(F)F.N(S(=O)(=O)C(F)(F)F)S(=O)(=O)C(F)(F)F.C(C)N1CN(C=C1)C